BrC1=CC=C(C=C1)S[C@H]1CN(CC1=C)S(=O)(=O)C1=C(C=C(C#N)C=C1)Cl (R)-4-((3-((4-bromophenyl)thio)-4-methylenepyrrolidin-1-yl)sulfonyl)-3-chlorobenzonitrile